5-trifluoromethanesulfonyl-4H,6H,7H-furo[3,2-c]pyridine-2-sulfonamide FC(S(=O)(=O)N1CC2=C(CC1)OC(=C2)S(=O)(=O)N)(F)F